ClC=1C=C2N(C(C=3N(C2=C(C1)O)C=CN3)=O)C=3C(=NC=CC3)C 7-Chloro-9-hydroxy-5-(2-methylpyridin-3-yl)imidazo[1,2-a]Quinoxaline-4(5H)-on